N1C(=NC=C1)C1CCN(CC1)C(=O)C1=CC=C(C=C1)C=1SC(=CC1)C(F)(F)F (4-(1H-imidazol-2-yl)piperidin-1-yl)(4-(5-(trifluoromethyl)thiophen-2-yl)phenyl)methanone